O1N=C(C(=N1)N)N 1,2,5-oxadiazole-3,4-diamine